CN(C1=C(C=CC=C1)/C=N/C)C (E)-dimethyl-2-((methylimino)methyl)aniline